[Br-].[Br-].C(CCCCCCCCC[N+]1=CC=C(C=C1)C)[N+]1=CC=C(C=C1)C 1,1'-(decane-1,10-diyl)bis(4-methylpyridin-1-ium) dibromide